FC=1C=CC2=C(N=C(S2)SC)C1 5-fluoro-2-(methylthio)benzo[d]thiazole